(R)-4-((2-cyano-4-fluorophenyl)thio)-6-(1-(3,4-dihydroxybutyl)-5-methyl-1H-pyrazol-4-yl)pyrazolo[1,5-a]pyridine-3-carbonitrile C(#N)C1=C(C=CC(=C1)F)SC=1C=2N(C=C(C1)C=1C=NN(C1C)CC[C@H](CO)O)N=CC2C#N